OCC=1C=NN2C1C(=C(C=C2)NC(OC(C)(C)C)=O)OC Tert-butyl (3-(hydroxymethyl)-4-methoxypyrazolo[1,5-a]pyridin-5-yl)carbamate